1-fluoro-N-(5-(3-fluorocyclobutane-1-carbonyl)-6-((2,3',5'-trifluoro-[1,1'-biphenyl]-3-yl)methyl)-5-azaspiro[2.4]heptan-7-yl)methanesulfonamide FCS(=O)(=O)NC1C(N(CC12CC2)C(=O)C2CC(C2)F)CC=2C(=C(C=CC2)C2=CC(=CC(=C2)F)F)F